4-benzyloxy-1-(pyridin-3-yl)-1H-pyrazole-3-carboxamide C(C1=CC=CC=C1)OC=1C(=NN(C1)C=1C=NC=CC1)C(=O)N